C(C)NC(=O)C1=NC=CC=C1 N-ethylpyridine-2-amide